N-(2-(5-bromopyridin-2-yl)-5-methyl-octahydrocyclopenta[c]pyrrol-5-yl)carboxamide BrC=1C=CC(=NC1)N1CC2C(C1)CC(C2)(C)NC=O